C1(CCCC1)C(C(NC1=CC=C2C(=C1)NC(C21CCOCC1)=O)=O)NC(=O)C=1N(N=CC1)C N-{1-Cyclopentyl-2-oxo-2-[(2-oxospiro[1H-indole-3,4'-oxane]-6-yl)amino]ethyl}-2-methyl-pyrazole-3-carboxamide